Tert-butyl (R)-(1-amino-2-methylhexan-2-yl)carbamate NC[C@](CCCC)(C)NC(OC(C)(C)C)=O